C1(=CC(=CC=C1)NC1=CC=C2C=CC=3C(=CC=C4C=CC1=C2C34)NC=3C=C(C=CC3)C)C N1,N6-di-m-tolylpyrene-1,6-diamine